titanium tetra(ethylmethylamide) C(C)[N-]C.C(C)[N-]C.C(C)[N-]C.C(C)[N-]C.[Ti+4]